ethyl 2-chloro-3-hydroxy-4-(4-methylbenzamido)-6-nitrobenzoate ClC1=C(C(=O)OCC)C(=CC(=C1O)NC(C1=CC=C(C=C1)C)=O)[N+](=O)[O-]